O1CCN(CC1)C(=O)C1=CC=2N=C(N=C(C2O1)N1CCOCC1)NC1=NNC(=C1)C1=CC=CC=C1 morpholino(4-morpholino-2-((5-phenyl-1H-pyrazol-3-yl)amino)furo[3,2-d]pyrimidin-6-yl)methanone